8-methyl-2-[(6-methylpyridin-2-yl)methyl]-N-[2-(pyrrolidin-1-yl)ethyl]-4,5-dihydro-2H-furo[2,3-g]indazole-7-carboxamide CC1=C(OC=2CCC3=CN(N=C3C21)CC2=NC(=CC=C2)C)C(=O)NCCN2CCCC2